1-(pyridin-4-yl)cyclohexane-1,4-diamine N1=CC=C(C=C1)C1(CCC(CC1)N)N